FC(C=1C=C2C=CN=CC2=CC1)(F)F 6-(trifluoromethyl)isoquinoline